1-Phenyl-1H-[1,2,3]triazole-4-carboxylic acid {2-[4-(2-chloro-phenoxy)-piperidin-1-yl]-2-oxo-ethyl}-amide ClC1=C(OC2CCN(CC2)C(CNC(=O)C=2N=NN(C2)C2=CC=CC=C2)=O)C=CC=C1